hexahydro-4,7-methanoisobenzofuran-1,3-dione C1(OC(C2C3CCC(C12)C3)=O)=O